N-[dideuterio-(4-ethylsulfonylphenyl)methyl]carbamic acid tert-butyl ester C(C)(C)(C)OC(NC(C1=CC=C(C=C1)S(=O)(=O)CC)([2H])[2H])=O